ClC=1C=C(CNC(OC(C)(C)C)=O)C=C(C1)C=1C=NNC1 tert-Butyl 3-chloro-5-(1H-pyrazol-4-yl)benzylcarbamate